C(C)(C)(C)OC(=O)N1CCC(CC1)NC1=NC=2C(CNCC2C=C1)C 4-((8-methyl-5,6,7,8-tetrahydro-1,6-naphthyridin-2-yl)amino)piperidine-1-carboxylic acid tert-butyl ester